(S)-1-((5-bromo-2'-chloro-[1,1'-biphenyl]-2-yl)sulfonyl)-N-(5-(dimethylamino)-5-oxopent-3-yn-2-yl)-4-fluoropiperidine-4-carboxamide BrC=1C=CC(=C(C1)C1=C(C=CC=C1)Cl)S(=O)(=O)N1CCC(CC1)(C(=O)N[C@@H](C)C#CC(=O)N(C)C)F